COC=1C=C(C=O)C=CC1N1CCOCCOCCN(CCOCC1)C1=C(C=CC=C1)OC 3-methoxy-4-(13-(2-methoxyphenyl)-1,4,10-trioxa-7,13-diazacyclopentadecan-7-yl)benzaldehyde